N-(4-([1,2,4]triazolo[1,5-c]pyrimidin-7-yloxy)-3-methylphenyl)-6-cyclopropoxy-5-((1S,5S)-2-methyl-2,6-diazabicyclo[3.2.0]heptan-6-yl)quinazolin-4-amine N=1C=NN2C=NC(=CC21)OC2=C(C=C(C=C2)NC2=NC=NC1=CC=C(C(=C21)N2[C@H]1CCN([C@H]1C2)C)OC2CC2)C